N-{[4-(pyrrolidine-1-carbonyl)oxacyclohexan-4-yl]methyl}-4H,5H,6H,7H,8H,9H-cycloocta[b]thiophene-2-carboxamide N1(CCCC1)C(=O)C1(CCOCC1)CNC(=O)C1=CC2=C(S1)CCCCCC2